3-(4-nitro-3-carbamoyl-phenoxy)-azetidine-1-carboxylic acid tert-butyl ester C(C)(C)(C)OC(=O)N1CC(C1)OC1=CC(=C(C=C1)[N+](=O)[O-])C(N)=O